{4H,5H,6H-cyclopenta[b]thiophen-3-yl}carbamic acid tert-butyl ester C(C)(C)(C)OC(NC=1C2=C(SC1)CCC2)=O